C(C)C(CC)(CC(CCCCCCCCCCCCC)CC)O 3,5-Diethyl-octadecan-3-ol